2-bromoethyl acrylate C(C=C)(=O)OCCBr